(R)-2-(isopropylamino)-2-phenylcyclohexan-1-one C(C)(C)N[C@@]1(C(CCCC1)=O)C1=CC=CC=C1